ClC1=NC=C(C(=O)N(C)OC)C(=C1)NC1=C(C=CC=C1)N(S(=O)(=O)C)C 6-chloro-N-methoxy-N-methyl-4-((2-(N-methylmethylsulfonamido)phenyl)amino)nicotinamide